4-Cyclopropyl-N-((3-(trifluoromethyl)pyridin-2-yl)carbamothioyl)picolinimidamide C1(CC1)C1=CC(=NC=C1)C(NC(NC1=NC=CC=C1C(F)(F)F)=S)=N